19-Hydroxy-triacontanoic acid OC(CCCCCCCCCCCCCCCCCC(=O)O)CCCCCCCCCCC